ClC=1C=C2CCNCC2=CC1[N+](=O)[O-] 6-chloro-7-nitro-1,2,3,4-tetrahydroisoquinoline